COC1=CC2=C(C(NS2(=O)=O)=O)C=C1 6-methoxy-1,1-dioxo-1,2-benzothiazol-3-one